CN(C(=O)[C@@H]1NCCN(C1)C=1C=NC2=CC=C(N=C2C1)C=1C(=NNC1)C1=NC(=CC=C1)C)C (2R)-N,N-dimethyl-4-[6-[3-(6-methyl-2-pyridyl)-1H-pyrazol-4-yl]-1,5-naphthyridin-3-yl]piperazine-2-carboxamide